8-(5-hydroxy-1-methyl-1H-pyrazol-4-yl)imidazo[1,2-a]pyridine-6-carboxylate OC1=C(C=NN1C)C=1C=2N(C=C(C1)C(=O)[O-])C=CN2